2-phosphonobutanol P(=O)(O)(O)C(CO)CC